(S)-3-(benzyloxy)-l-1-(4-fluorophenyl)-10-(trifluoromethyl)-3,4-dihydro-2H,6H-[1,4]thiazepino[2,3,4-ij]quinazoline-6,8(7H)-dione C(C1=CC=CC=C1)O[C@H]1CN2C(NC(C3=CC(=CC(=C23)S(C1)C1=CC=C(C=C1)F)C(F)(F)F)=O)=O